C1(CCCCC1)CC1(NC(=NC(=N1)NCCN(C)C)N)N 4-cyclohexylmethyl-N6-(2-(dimethylamino)ethyl)-1,3,5-triazine-2,4,6-triamine